2,2'-ethylenebis(5,6-dihydro-4H-1,3-oxazine) C(CC=1OCCCN1)C=1OCCCN1